C(C)OC1=C(C=C(C(=C1)OC)OC)CC(C)N 1-(2-ethoxy-4,5-dimethoxyphenyl)propan-2-amine